S1C(=CC2=C1C=CC=C2)[Zn]C=2SC1=C(C2)C=CC=C1 bis(1-benzothiophen-2-yl)zinc